The molecule is a C19-gibberellin, initially identified in Phaseolus coccineus and differing from gibberellin A1 by the conversion of the OH at C-2 (gibbane numbering) into an epoxide across C-2 and C-3. It is a lactone, a C19-gibberellin and a gibberellin monocarboxylic acid. C[C@]12[C@H]3[C@@H]([C@@]45CC(=C)[C@@](C4)(CC[C@H]5[C@@]3(C[C@H]6[C@@H]1O6)OC2=O)O)C(=O)O